COC1=C(C=CC(=N1)C1=CC(=NC=C1)NC)NC(=O)C=1C(=NOC1C)C1=CC=CC=C1 (6-methoxy-2'-(methylamino)-[2,4'-bipyridyl]-5-yl)-5-methyl-3-phenylisoxazole-4-carboxamide